Tert-butyl(tert-butoxycarbonyl)(6-chloro-1-((2R,3R,5S)-3-hydroxy-5-(hydroxyl-methyl)-4-methylenetetrahydrofuran-2-yl)-1H-pyrazolo[3,4-d]pyrimidin-4-yl)carbamate C(C)(C)(C)OC(N(C1=C2C(=NC(=N1)Cl)N(N=C2)[C@@H]2O[C@@H](C([C@H]2O)=C)CO)C(=O)OC(C)(C)C)=O